3-[7-amino-2-(2-carbamoyl-2-methylideneethyl)-1-oxo-2,3-dihydro-1H-isoindol-4-yl]benzoic acid NC=1C=CC(=C2CN(C(C12)=O)CC(=C)C(N)=O)C=1C=C(C(=O)O)C=CC1